tert-butyl N-[(2R)-1-[(6-chloro-1,7-naphthyridin-4-yl)oxy]propan-2-yl]carbamate ClC=1C=C2C(=CC=NC2=CN1)OC[C@@H](C)NC(OC(C)(C)C)=O